N'-(2-((2R,5S)-4-(6-cyano-1-methyl-2-oxo-1,2-dihydropyrido[3,2-d]pyrimidin-4-yl)-2-ethyl-5-methylpiperazin-1-yl)-3-methylbutanoyl)cyclopropanecarbohydrazide C(#N)C=1C=CC=2N(C(N=C(C2N1)N1C[C@H](N(C[C@@H]1C)C(C(=O)NNC(=O)C1CC1)C(C)C)CC)=O)C